COCCN1CCN(CC1)CC1=CC(=NC=C1)NC=1SC2=NC(=CC=C2N1)C=1C=NNC1C N-(4-((4-(2-methoxyethyl)piperazin-1-yl)methyl)pyridin-2-yl)-5-(5-methyl-1H-pyrazol-4-yl)thiazolo[5,4-b]pyridin-2-amine